1-Oxazol-5-ylmethyl-3-[4-(3-trifluoromethoxy-benzenesulfonyl)-phenyl]-urea O1C=NC=C1CNC(=O)NC1=CC=C(C=C1)S(=O)(=O)C1=CC(=CC=C1)OC(F)(F)F